N1C=C(C2=CC=CC=C12)CCN1[C@@H](CCC1)C(=O)OC(C)C isopropyl (2-(1H-indol-3-yl)ethyl)-L-prolinate